[2H]C1=C(C=CC=C1)C deuterotoluene